[Sn].[Pd].[Ta] tantalum palladium tin